10,10-dimethyl-4-(oxazole-4-carbonyl)-9-oxo-1-oxa-4-azaspiro[5.5]undec-7-ene-8-carbonitrile CC1(C(C(=CC2(CN(CCO2)C(=O)C=2N=COC2)C1)C#N)=O)C